C(#N)C=1C=C(C(=NC1)C=1C(=CC2=CC=CC=C2C1)C(=O)OC)[N+](=O)[O-] Methyl 3-(5-cyano-3-nitropyridin-2-yl)-2-naphthoate